CC1(O[C@H](CNC1)CNS(=O)(=O)C)C (R)-N-((6,6-dimethylmorpholin-2-yl)methyl)methanesulfonamide